C(CCCCCCCCCCCC)C(C(C(CCCCCCCCCCCCC)(CCCCCCCCCCCCC)CCCCCCCCCCCCC)(C)C=1C(=CC(=C(C1)P(OP([O-])([O-])(C1=C(C=C(C(=C1)C(C)(C)C)O)C)C1=C(C=C(C(=C1)C(C)(C)C)O)C)([O-])[O-])C)O)(CCCCCCCCCCCCC)CCCCCCCCCCCCC hexatridecyl-1,1,3-tris(2-methyl-4-hydroxy-5-tert-butylphenyl)diphosphite